(S,E)-4'-(2-(Hydroxymethyl)-4-(methoxyimino)pyrrolidine-1-carbonyl)-6-methyl-[1,1'-biphenyl]-3-carbonitrile OC[C@H]1N(C/C(/C1)=N/OC)C(=O)C1=CC=C(C=C1)C1=CC(=CC=C1C)C#N